2,5-Bis(isocyanatomethyl)-bicyclo-[2.2.1]-heptan N(=C=O)CC1C2CC(C(C1)C2)CN=C=O